FC(C(C(C(C(C(C(C(F)(F)F)(F)F)(F)F)(F)F)(F)F)(F)F)(F)F)(F)Br perfluorooctanyl bromide